C(C1=CC=CC=C1)OC1=NC(=CC=C1C1=C(C=C(C=C1F)C1CC2(C1)OCCO2)F)OCC2=CC=CC=C2 2,6-bis(benzyloxy)-3-(2,6-difluoro-4-(5,8-dioxaspiro[3.4]oct-2-yl)phenyl)pyridine